2,6-dichloro-4-methoxy-pyridine ClC1=NC(=CC(=C1)OC)Cl